3-(trifluoromethyl)-4,5,6,7-tetrahydro-1H-indazol-7-ol FC(C1=NNC=2C(CCCC12)O)(F)F